((2-isopropyl-6-(pyridin-4-yl)phenyl)carbamoyl)-6,7-dihydro-5H-pyrazolo[5,1-b][1,3]oxazine C(C)(C)C1=C(C(=CC=C1)C1=CC=NC=C1)NC(=O)C1=NN2C(OCCC2)=C1